6-(4-chlorophenyl)-2-(3-fluorophenyl)-N-[(1R)-2-hydroxy-1-(tetrahydro-2H-pyran-4-yl)ethyl]-3-oxo-2,3-dihydropyridazine-4-carboxamide ClC1=CC=C(C=C1)C=1C=C(C(N(N1)C1=CC(=CC=C1)F)=O)C(=O)N[C@@H](CO)C1CCOCC1